5-(azetidin-3-yloxy)-N-methylpicolinamide 2,2,2-trifluoroacetate FC(C(=O)O)(F)F.N1CC(C1)OC=1C=CC(=NC1)C(=O)NC